C(=C\CC1=CC=C(C=C1)C)/C1=CC=C(C=C1)C (E)-4,4'-(prop-1-ene-1,3-diyl)bis(methylbenzene)